FC(C(=O)N1CC(CC1)N1N=C(C2=NC=CC=C21)C2=CC=C(C=C2)C(F)(F)F)=C 2-fluoro-1-(3-(3-(4-(trifluoro-methyl)phenyl)-1H-pyrazolo[4,3-b]pyridin-1-yl)pyrrolidin-1-yl)-prop-2-en-1-one